CC1(OB(OC1(C)C)C1=CC=C(C=C1)CN1C(COCC1)C(F)(F)F)C 4-{[4-(4,4,5,5-tetramethyl-1,3,2-dioxaborolan-2-yl)phenyl]methyl}-3-(trifluoromethyl)morpholine